FC=1C(=C(C=CC1F)[C@H]1[C@@H](O[C@]([C@H]1C)(C(F)(F)F)C)C(=O)NC1=CC(=NC=C1)C(=O)NN)OC (2R,3S,4S,5R)-3-(3,4-difluoro-2-methoxyphenyl)-N-(2-(hydrazinocarbonyl)pyridin-4-yl)-4,5-Dimethyl-5-(trifluoromethyl)tetrahydrofuran-2-carboxamide